BrC1=C2C=NN(C2=CC(=C1CCCCO)F)C1OCCCC1 4-(4-Bromo-6-fluoro-1-(tetrahydro-2H-pyran-2-yl)-1H-indazol-5-yl)butan-1-ol